C(C)(C)OC1CC(C1)C(=O)NC=1SC(=CN1)OC=1C=NC(=CC1)N1CCOCC1 3-isopropoxy-N-(5-((6-morpholinopyridin-3-yl)oxy)thiazol-2-yl)cyclobutane-1-carboxamide